[I-].C(C)[N+]1=C(C(C2=CC=CC=C12)(C)C)\C=C\C1=C(/C(/CCC1)=C/C=C\1/N(C2=CC=CC=C2C1(C)C)CC)C1=CC=CC=C1 1-Ethyl-2-((E)-2-((E)-6-(2-((E)-1-ethyl-3,3-dimethylindolin-2-ylidene)ethylidene)-3,4,5,6-tetrahydro-[1,1'-biphenyl]-2-yl)vinyl)-3,3-dimethyl-3H-indol-1-ium iodide